N1[C@@H](CCC1)C(=O)NC1=CC=CC=C1 prolyl-aniline